(S)-2-((1R,2R)-3-(((1S,2R)-1-hydroxy-1-phenylpropan-2-yl)amino)-1-methoxy-2-methyl-3-oxopropyl)pyrrolidine O[C@H]([C@@H](C)NC([C@@H]([C@@H](OC)[C@H]1NCCC1)C)=O)C1=CC=CC=C1